[Ni]=S.[Cu] copper-nickel-sulfide